C1(CC1)C1=NC=CC(=C1)C1=NOC(=N1)[C@H](C)NC(=O)C1=CC(=NN1C)C(F)(F)F (S)-N-(1-(3-(2-cyclopropylpyridin-4-yl)-1,2,4-oxadiazol-5-yl)ethyl)-1-methyl-3-(trifluoromethyl)-1H-pyrazole-5-carboxamide